BrC=1C=C(C=C(C1C1C(C1)(F)F)Cl)O 3-bromo-5-chloro-4-(2,2-difluorocyclopropyl)phenol